FC1=C(COC2=CC=CC(=N2)C2CCN(CC2)[C@@H](C)C2=NC3=C(N2C[C@H]2OCC2)C=C(C=C3)C(=O)OC)C=C(C=C1)F methyl 2-((S)-1-(4-(6-((2,5-difluorobenzyl) oxy) pyridin-2-yl) piperidin-1-yl) ethyl)-1-(((S)-oxetan-2-yl) methyl)-1H-benzo[d]imidazole-6-carboxylate